tris(1,2',6'-pentamethylpiperidyl) phosphite P(ON1C(C(C(CC1)C)(C)C)(C)C)(ON1C(C(C(CC1)C)(C)C)(C)C)ON1C(C(C(CC1)C)(C)C)(C)C